(2-fluoro-5-hydroxyphenyl)(6-(3-(2-fluorophenyl)-4-(trifluoromethyl)-1H-pyrazol-1-yl)-2-azaspiro[3.3]hept-2-yl)methanone FC1=C(C=C(C=C1)O)C(=O)N1CC2(C1)CC(C2)N2N=C(C(=C2)C(F)(F)F)C2=C(C=CC=C2)F